methyl 3-(2-amino-[1,2,4]triazolo[1,5-a]pyridin-7-yl)-6-ethyl-2-fluorobenzoate NC1=NN2C(C=C(C=C2)C=2C(=C(C(=O)OC)C(=CC2)CC)F)=N1